C1=CC=CC=2OC=C3C=CC(C=C3C21)=O benzo[c]isochromen-9-one